(S)-{(2R,5R)-5-[(p-methoxyphenyl)methyl]-2-pyrrolidinyl}(5-fluoro-3-pyridyl)methanol COC1=CC=C(C=C1)C[C@H]1CC[C@@H](N1)[C@@H](O)C=1C=NC=C(C1)F